((1S,6R,7R)-7-(2,6-difluorophenyl)-3-(3-(pyrazolo[1,5-a]pyridin-4-yl)-1H-pyrazolo[3,4-b]pyrazin-6-yl)-3-azabicyclo[4.1.0]heptan-7-yl)methanamine FC1=C(C(=CC=C1)F)[C@]1([C@@H]2CCN(C[C@H]12)C1=CN=C2C(=N1)NN=C2C=2C=1N(C=CC2)N=CC1)CN